Benzene-Trisamide C1(=C(C(=CC=C1)C(=O)N)C(=O)N)C(=O)N